N[C@]1(CN(CCC1)C=1C(=CC(=NC1)C1=NC=C(C=C1)F)CN1C2=NC=NC(=C2N=C1)N)C1=NC(=CC=C1)Cl (R)-9-((5-(3-amino-3-(6-chloropyridin-2-yl)piperidin-1-yl)-5'-fluoro-[2,2'-bipyridin]-4-yl)methyl)-9H-purin-6-amine